C(C)(C)(C)OC(=O)N1CC(C1)\C=C\S(NCC1=CC=C(C=C1)OC)(=O)=O (E)-3-(2-(N-(4-methoxybenzyl)sulfamoyl)vinyl)azetidine-1-carboxylic acid tert-butyl ester